N-(3-bromophenyl)-2,7-dichloro-N-ethyl-quinazolin-4-amine BrC=1C=C(C=CC1)N(C1=NC(=NC2=CC(=CC=C12)Cl)Cl)CC